(1R,3R)-2-acryloyl-1-(benzo[d][1,3]dioxol-5-yl)-2,3,4,9-tetrahydro-1H-pyrido[3,4-b]indole-3-carboxylic acid C(C=C)(=O)N1[C@@H](C=2NC3=CC=CC=C3C2C[C@@H]1C(=O)O)C1=CC2=C(OCO2)C=C1